(1r,3r)-3-((4-methoxy-5-(1-methyl-1H-benzo[d][1,2,3]triazol-6-yl)-7H-pyrrolo[2,3-d]pyrimidin-2-yl)amino)-N,N,1-trimethylcyclobutane-1-carboxamide COC=1C2=C(N=C(N1)NC1CC(C1)(C(=O)N(C)C)C)NC=C2C=2C=CC1=C(N(N=N1)C)C2